CN1C2=C(N(C3=C(C1=O)C=CC=C3)C)N=C(N=C2)NC2=C(C=C(C=C2)N2CCN(CC2)CC(=O)OC(C)(C)C)OC tert-Butyl 2-(4-(4-((5,11-dimethyl-6-oxo-6,11-dihydro-5H-benzo[e]pyrimido[5,4-b][1,4]diazepin-2-yl)amino)-3-methoxyphenyl)piperazin-1-yl)acetate